FC(OC1=C(C=C(C(=C1)F)[N+](=O)[O-])NC1=NC=CC(=N1)C1=CN(C2=CC=CC=C12)CCO)F 2-(3-(2-((2-(difluoromethoxy)-4-fluoro-5-nitrophenyl)amino)pyrimidin-4-yl)-1H-indol-1-yl)ethan-1-ol